C(C1=CC=CC=C1)C1N(CCNC1)C (3R)-(3S)-benzyl-1-methylpiperazine